ClC1=NC=2CCN(C(C2C=C1)=O)C 2-chloro-6-methyl-7,8-dihydro-1,6-naphthyridin-5(6H)-one